PERFLUOROoCTANOIC ACID FC(C(=O)O)(C(C(C(C(C(C(F)(F)F)(F)F)(F)F)(F)F)(F)F)(F)F)F